3-(3',4'-dichlorobenzidin-3-yl)-3-(3-(4-hydroxy-1,5-dimethyl-2-oxo-1,2-dihydropyridin-3-yl)ureido)propanoic acid ClC1C=C(C2=CC(=C(N)C=C2)C(CC(=O)O)NC(=O)NC=2C(N(C=C(C2O)C)C)=O)C=CC1(N)Cl